(2R)-2-({2-[(4-{4-chloro-13-cyano-8-ethyl-9-oxo-6,8,10-triazatricyclo[9.4.0.02,7]pentadeca-1(11),2(7),3,5,12,14-hexaen-10-yl}-3,5-difluorophenyl)amino]ethyl}amino)propanoic acid ClC1=CC=2C=3C=CC(=CC3N(C(N(C2N=C1)CC)=O)C1=C(C=C(C=C1F)NCCN[C@@H](C(=O)O)C)F)C#N